C(C1=CC=CC=C1)OC=1C=C(C=C2C=CC(=C(C12)F)F)OCOC 8-benzyloxy-1,2-difluoro-6-(methoxymethoxy)naphthalene